C1C(CC12CCNCC2)OC2=CC=C(C=C2)C=2C=1C(=C(SC1N1C(=NN=C1[C@@H](N2)CC=2OC=CN2)C)CO)C [(9S)-7-[4-(7-azaspiro[3.5]nonan-2-yloxy)phenyl]-5,13-dimethyl-9-(oxazol-2-ylmethyl)-3-thia-1,8,11,12-tetrazatricyclo[8.3.0.02,6]trideca-2(6),4,7,10,12-pentaen-4-yl]methanol